NC1=C(C(=NN1C1COCC1(F)F)C1=CC=C(C=C1)Br)C#N 5-Amino-3-(4-bromophenyl)-1-(4,4-difluorotetrahydrofuran-3-yl)pyrazole-4-carbonitrile